[Si](C)(C)(C(C)(C)C)OCC=1N(C2=C(C=NC(=C2C(C1)=O)Cl)Cl)C1=C(C=CC=C1Cl)Cl 2-(((tert-butyldimethylsilyl)oxy)methyl)-5,8-dichloro-1-(2,6-dichlorophenyl)-1,6-naphthyridin-4(1H)-one